4-(4-((7-ethyl-6-oxo-5,6-dihydro-1,5-naphthyridin-3-yl)methyl)piperazin-1-yl)-3-fluorobenzonitrile C(C)C=1C(NC=2C=C(C=NC2C1)CN1CCN(CC1)C1=C(C=C(C#N)C=C1)F)=O